CN1C(NC2=C1C=CC(=C2)C(=O)N)=O 1-methyl-2-oxo-2,3-dihydro-1H-benzimidazole-5-carboxamide